cis-3-tridecene-1,2-dicarboxylic anhydride C1C(\C=C/CCCCCCCCC)C(=O)OC1=O